ClC=1C(N(C=C(C1C)C=1NC2=CC=C(C=C2C1C(C)C)C1CCN(CC1)CC(CO)O)C)=O 3-chloro-5-(5-(1-(2,3-dihydroxypropyl)piperidin-4-yl)-3-isopropyl-1H-indol-2-yl)-1,4-dimethylpyridin-2(1H)-one